C([2H])([2H])([2H])N(C(CN1[C@](COC2=C(C1=O)OC1=C2C=CC(=C1)C=1OC=CN1)(C(=O)NCC1=NC=CC=C1OC)C)=O)C([2H])([2H])[2H] (R)-4-(2-(bis(methyl-d3)amino)-2-oxoethyl)-N-((3-methoxypyridin-2-yl)methyl)-3-methyl-8-(oxazol-2-yl)-5-oxo-2,3,4,5-tetrahydrobenzofuro[2,3-f][1,4]oxazepine-3-carboxamide